Cl.N(N)[C@@H]1CC[C@H](CC1)N1CCOCC1 4-(trans-4-hydrazinocyclohexyl)morpholine hydrochloride